2-benzylidene(methylene)bis(triphenylphosphine) C(C1=CC=CC=C1)=C1C(C=CC=C1)P(CP(C1=CC=CC=C1)(C1=CC=CC=C1)C1=CC=CC=C1)(C1=CC=CC=C1)C1=CC=CC=C1